2-(4-bromo-1-methyl-1H-pyrazol-5-yl)-6-cyclopropoxy-4-(3-(dimethylamino)pyrrolidin-1-yl)-3-fluorobenzonitrile BrC=1C=NN(C1C1=C(C#N)C(=CC(=C1F)N1CC(CC1)N(C)C)OC1CC1)C